3-O-(2-azido-3,4,6-tri-O-benzyl-2-deoxy-β-D-glucopyranosyl)-2,4-di-O-benzyl-1-O-levulinoyl-D-ribitol N(=[N+]=[N-])[C@H]1[C@@H](O[C@@H]([C@H]([C@@H]1OCC1=CC=CC=C1)OCC1=CC=CC=C1)COCC1=CC=CC=C1)O[C@@H]([C@H](COC(CCC(=O)C)=O)OCC1=CC=CC=C1)[C@H](OCC1=CC=CC=C1)CO